α,α'-diisobutyl-p-xylene C(C(C)C)CC1=CC=C(C=C1)CCC(C)C